ClC1=CC(=C(C=C1[N+](=O)[O-])N1CCNCC1)C 1-(4-chloro-2-methyl-5-nitrophenyl)piperazine